CN1C(=NN=C1[C@@H]1CC[C@H](CC1)C=1C=NN(C1)[C@@H]1CC[C@H](CC1)N1CC2(C1)COCC2)C=O 4-methyl-5-(trans-4-{1-[trans-4-(6-oxa-2-azaspiro[3.4]oct-2-yl)cyclohexyl]-1H-pyrazol-4-yl}cyclohexyl)-4H-1,2,4-triazole-3-carbaldehyde